5-[2-methyl-5-(1-methylazetidin-3-yl)oxy-4-pyridyl]-N-(1-methylpyrazol-4-yl)pyrazolo[1,5-a]pyridin-2-amine CC1=NC=C(C(=C1)C1=CC=2N(C=C1)N=C(C2)NC=2C=NN(C2)C)OC2CN(C2)C